ClC1=C(C=CC=C1)C1=C(C=CC(=C1)C(F)(F)F)S(=O)(=O)N1CCC(CC1)(C(=O)N[C@H](C)\C=C\C(=O)N1CC(C1)(F)F)F (R,E)-1-((2'-chloro-5-(trifluoromethyl)-[1,1'-biphenyl]-2-yl)sulfonyl)-N-(5-(3,3-difluoroazetidin-1-yl)-5-oxopent-3-en-2-yl)-4-fluoropiperidine-4-carboxamide